C1(=CC=CC=C1)C1=NN=C2N1C=CC=C2 3-phenyl-[1,2,4]triazolo[4,3-a]pyridine